4-((6-(methoxycarbonyl)-1,3-benzodiazol-1-yl)methyl)phenylboronic acid trifluoroacetate salt FC(C(=O)O)(F)F.COC(=O)C=1C=CC2=C(N(C=N2)CC2=CC=C(C=C2)B(O)O)C1